6-chloro-N-{3-[2-(4-chloro-3-fluorophenoxy)acetamido]bicyclo[1.1.1]pentan-1-yl}-4-oxo-3,4-dihydro-2H-1-benzopyran-2-carboxamide ClC=1C=CC2=C(C(CC(O2)C(=O)NC23CC(C2)(C3)NC(COC3=CC(=C(C=C3)Cl)F)=O)=O)C1